β-alanyl-N-methylhistidine NCCC(=O)N([C@@H](CC1=CNC=N1)C(=O)O)C